ClC1=CNC=2N=C(N=C(C21)C2=CC(=CC=C2)NC)NC=2C(=NN(C2)C(C#N)(C)C)C 2-(4-((5-chloro-4-(3-(methylamino)phenyl)-7H-pyrrolo[2,3-d]pyrimidin-2-yl)amino)-3-methyl-1H-pyrazol-1-yl)-2-methylpropanenitrile